C(CCCCC)(=O)OCC(OC(CCCCC)=O)CO 1,2-dihexanoyl-glycerol